C(C)(C)(C)OC(NCCOC1=CC(=NC=C1)C=1N=C(C2=C(N1)CCC2)N(C)CC(NC2=CC(=CC=C2)F)=O)=O.C(=O)(O)C(CN2N=NC1=C2C=CC=C1)CC(=O)O 1-(2,3-Dicarboxypropyl)benzotriazole tert-butyl-N-[2-([2-[4-([[(3-fluorophenyl)carbamoyl]methyl](methyl)amino)-5H,6H,7H-cyclopenta[d]pyrimidin-2-yl]pyridin-4-yl]oxy)ethyl]carbamate